(Z)-pent-2-enedioic acid C(\C=C/CC(=O)O)(=O)O